4-((3,4-dihydro-1H-benzo[4,5]imidazo[2,1-C][1,4]oxazin-7-yl)ethynyl)-N1-methyl-2,7-naphthyridine-1,6-diamine C1OCCN2C1=NC1=C2C=C(C=C1)C#CC1=CN=C(C2=CN=C(C=C12)N)NC